ClC1=CC=C(C=C1)C1=C(C(=NN1C1=C(C=C(C=C1)Cl)Cl)C(=O)NC=1N=CC(=NC1)C(=O)OC)C Methyl 5-(5-(4-chlorophenyl)-1-(2,4-dichlorophenyl)-4-methyl-1H-pyrazole-3-carboxamido)pyrazine-2-carboxylate